2-iodopyridin-3-ol IC1=NC=CC=C1O